Cl.Cl.ClC=1C=NN2C1N=C1C(=C2NCC2=CC=C(C(=O)N)C=C2)CCC12CCNCC2 4-(((3-chloro-6,7-dihydrospiro[cyclopenta[d]pyrazolo[1,5-a]pyrimidine-5,4'-piperidine]-8-yl)amino)methyl)benzamide dihydrochloride